ClC1=C(C=C(C=C1C(=O)N1[C@H](C=2C(CC1)=C(N(N2)C)C2=CC(=CC(=C2)CP(=O)(=O)C)F)C)F)C=2C=C(NC2)C#N 4-[2-chloro-5-fluoro-3-[(7S)-3-[3-fluoro-5-[[methyl(dioxo)-λ6-phosphanyl]methyl]phenyl]-2,7-dimethyl-5,7-dihydro-4H-pyrazolo[3,4-c]pyridine-6-carbonyl]phenyl]-1H-pyrrole-2-carbonitrile